(chloromethyl)-2-cyclopropyl-5-ethoxy-4-methylbenzene ClCC1=C(C=C(C(=C1)OCC)C)C1CC1